O1C(CCCC1)N1N=CC2=C(C=C(C=C12)B1OC(C(O1)(C)C)(C)C)NCCOCCC[C@H](C)NC(OC(C)(C)C)=O tert-butyl ((2S)-5-(2-((1-(tetrahydro-2H-pyran-2-yl)-6-(4,4,5,5-tetramethyl-1,3,2-dioxaborolan-2-yl)-1H-indazol-4-yl)amino)ethoxy)pentan-2-yl)carbamate